N(=[N+]=[N-])C1=CC=C(C=C1)OC1CC1 1-azido-4-(cyclopropyloxy)benzene